FC=1C=2C(N3C1CNCC3)=NNC2C(F)(F)F 4-fluoro-3-(trifluoromethyl)-2,5,7,8-tetrahydro-6H-pyrazolo[4',3':4,5]pyrrolo[1,2-a]pyrazin